ClC1=CC(=C(COC2=CC=C(C=N2)C=O)C=C1)F 6-((4-chloro-2-fluorobenzyl)oxy)-3-pyridinecarboxaldehyde